(6-bromothiazolo[4,5-b]pyridin-2-yl)-2'-chloro-5'-methoxy-6-methyl-[4,4'-bipyridine]-3-carboxamide BrC=1C=C2C(=NC1)N=C(S2)C2=NC(=CC(=C2C(=O)N)C2=CC(=NC=C2OC)Cl)C